[Cl-].C[NH+](CC1=CC=CC2=CC=CC=C12)C Dimethyl-1-naphthylmethyl-ammonium chloride